4-[1-[2-[3,5-bis(difluoromethyl)pyrazol-1-yl]acetyl]-4-piperidyl]-N-tetralin-1-ylpyridine-2-carboxamide FC(C1=NN(C(=C1)C(F)F)CC(=O)N1CCC(CC1)C1=CC(=NC=C1)C(=O)NC1CCCC2=CC=CC=C12)F